Tert-Butyl 3-[5-(2-chloro-4-methylsulfonyl-phenyl)pyrazin-2-yl]azetidine-1-carboxylate ClC1=C(C=CC(=C1)S(=O)(=O)C)C=1N=CC(=NC1)C1CN(C1)C(=O)OC(C)(C)C